((3aR,4R,6R,6aR)-6-(4-Amino-2-chloro-7H-pyrrolo[2,3-d]pyrimidin-7-yl)-2,2-dimethyltetrahydrofuro[3,4-d][1,3]dioxol-4-yl)methanol NC=1C2=C(N=C(N1)Cl)N(C=C2)[C@@H]2O[C@@H]([C@@H]1[C@H]2OC(O1)(C)C)CO